FC1=C(C(=CC(=C1)OC)F)N1C(=NC(=C1)C(=O)NCC1=NC=C(N=C1)C)NC(C1=CC=C(C=C1)OC(F)F)=O 1-(2,6-Difluoro-4-methoxyphenyl)-2-[4-(difluoromethoxy)benzamido]-N-[(5-methylpyrazin-2-yl)methyl]-1H-imidazole-4-carboxamide